N-hydroxypyrimidine-5-carboxylic acid ON1CN=CC(=C1)C(=O)O